C(C\C=C/CCCCC)C(C(CCCCCCCCCCCCCC)O)CCCCCCCCCCCCCC 16-[(Z)-non-3-enyl]triacontan-15-ol